3-(1-(3,5-difluorophenyl)-1-hydroxy-4-(trimethylsilyl)but-3-yn-1-yl)-1,6-dimethylpyridin-2(1H)-one FC=1C=C(C=C(C1)F)C(CC#C[Si](C)(C)C)(O)C=1C(N(C(=CC1)C)C)=O